1-(2-fluoro-4-methoxyphenyl)ethanone tert-butyl-1-iminothiomorpholine-4-carboxylate C(C)(C)(C)OC(=O)N1CCS(CC1)=N.FC1=C(C=CC(=C1)OC)C(C)=O